ClC=1C=CC=2C(N1)=NN(C2)C[C@]21CN(CC1C2)C(=O)OC(C)(C)C |r| (R and S)-tert-butyl 1-((6-chloro-2H-pyrazolo[3,4-b]pyridin-2-yl)methyl)-3-azabicyclo[3.1.0]hexane-3-carboxylate